C1(CCC1)[C@H](C)NC(=O)C=1C=C2CN(C(C2=CC1)=O)C1C(NC(CC1)=O)=O N-((S)-1-cyclobutylethyl)-2-(2,6-dioxopiperidin-3-yl)-1-oxoisoindoline-5-carboxamide